C(C)(C)(C)OC(=O)N1[C@@H](CCC1)C=1N(C(=C(N1)C1=CC=C(C=C1)C(NC1=NC=CC=C1)=O)C(N)=O)N.[N+](=O)([O-])/C(=C/C=1C=NC=CC1)/C (E)-3-(2-Nitropropenyl)pyridine tert-butyl-(S)-2-(1-amino-5-carbamoyl-4-(4-(pyridin-2-ylcarbamoyl)phenyl)-1H-imidazol-2-yl)pyrrolidine-1-carboxylate